2-(3-chloro-4-isopropoxyphenyl)-2,2-difluoroacetic acid ClC=1C=C(C=CC1OC(C)C)C(C(=O)O)(F)F